tert-butyl 2-(((1-(4-fluoro-3-(trifluoromethyl)phenyl) cyclopropyl)(2-hydroxy-2-methylpropyl)amino) methyl)azetidine-1-carboxylate FC1=C(C=C(C=C1)C1(CC1)N(CC(C)(C)O)CC1N(CC1)C(=O)OC(C)(C)C)C(F)(F)F